C(C)(C)N1C(=NN=C1)C1=CC=CC(=N1)N1C=NC2=CC=C(C=C2C1=O)OCCOC 3-(6-(4-isopropyl-4H-1,2,4-triazol-3-yl)pyridin-2-yl)-6-(2-methoxyethoxy)quinazolin-4(3H)-one